C(#N)C(C)(C)C1=CC(=NC=C1)NC(C1=CC(=C(C=C1)C)C=1C=NC2=CC(=NC=C2C1)N(C)CC1=CC=C(C=C1)OC)=O N-(4-(2-cyanopropan-2-yl)pyridin-2-yl)-3-(7-((4-methoxybenzyl)(methyl)amino)-1,6-naphthyridin-3-yl)-4-methylbenzamide